C(C)(=O)C1=C(C=C(C=C1)Cl)C=1C(=NN(C(C1)=O)C(C(=O)O)CC=1C=C(C=CC1)C)OC 2-(4-(2-acetyl-5-chlorophenyl)-3-methoxy-6-oxopyridazine-1(6H)-yl)-3-(m-tolyl)propanic acid